sodium lauramidopropyl-hydroxyphosphoric acid C(CCCCCCCCCCC)(=O)NCCCOOP(O)(O)=O.[Na]